BrC=1SC(=C(N1)C)C1CCC2(OCCO2)CC1 2-bromo-4-methyl-5-(1,4-dioxaspiro[4.5]decan-8-yl)thiazole